(2S)-4-[3,5-difluoro-4-(trifluoromethyl)phenyl]-2-(9H-fluoren-9-yl-methoxycarbonyl-amino)butanoic acid FC=1C=C(C=C(C1C(F)(F)F)F)CC[C@@H](C(=O)O)N(C(=O)OC)C1C2=CC=CC=C2C=2C=CC=CC12